2-methyl-4-(α-hydroxyisopropyl)furan CC=1OC=C(C1)C(C)(C)O